C1=CNC=2C=CC3=C(C12)CCCC=C3 3,8,9,10-tetrahydrocyclohepta[e]indole